CC=1OC2(CC1)C(=CC(CC2(C)C)=O)C 2,6,10,10-tetramethyl-1-oxaspiro(4.5)decan-2,6-dien-8-one